CC1=NNC2=CN=C(C=C21)N2C[C@H](OCC2)C2=CC=CC=C2 (R)-4-(3-Methyl-1H-pyrazolo[3,4-c]pyridin-5-yl)-2-phenylmorpholine